C1(C(C(C(C(C1[2H])([2H])[2H])([2H])[2H])([2H])[2H])([2H])[2H])([2H])C1=C(C(=NN=N1)C1=C(C=CC=C1)C1=C(C=CC=2SC3=C(C21)C=CC=C3)C3=C(C=CC=C3)C3=CC=CC=C3)C3(C(C(C(C(C3[2H])([2H])[2H])([2H])[2H])([2H])[2H])([2H])[2H])[2H] (diphenyl-d10){[(biphenyl-yl)dibenzothiophenyl]phenyl}triazine